C1ON1 (2,3)-oxaziridin